benzyl (2S,3R)-3-(benzyloxy)-2-(1-oxo-2,6-diazaspiro[3.5]nonan-2-yl)butanoate C(C1=CC=CC=C1)O[C@@H]([C@@H](C(=O)OCC1=CC=CC=C1)N1C(C2(C1)CNCCC2)=O)C